[I-].O(C1=CC=CC=C1)CC[NH3+] 2-phenoxyethyl-ammonium iodide